2-bromo-4-methoxycarbonylaniline BrC1=C(N)C=CC(=C1)C(=O)OC